hydroxy-methyl-acrylic acid OC=C(C(=O)O)C